COC=1C=C(CN2C(C=CC=C2)=O)C=CC1OC 1-(3,4-dimethoxybenzyl)pyridin-2(1H)-one